CN(C1(CCC2(CN(C(N2CC2(CCC2)O)=O)C2CCNCC2)CC1)C1=CC=CC=C1)C CIS-8-(dimethylamino)-1-((1-hydroxycyclobutyl)methyl)-8-phenyl-3-(piperidin-4-yl)-1,3-diazaspiro[4.5]decan-2-one